NC1=C2N=CN(C2=NC=N1)CC(=O)N1CC2(CC2)C[C@H]1C(=O)NCC1=C(C(=CC=C1)Cl)F (S)-5-(2-(6-amino-9H-purin-9-yl)acetyl)-N-(3-chloro-2-fluorophenylmethyl)-5-azaspiro[2.4]heptane-6-carboxamide